(2,4-dimethylphenyl)-sulfanylacetonitrile CC1=C(C=CC(=C1)C)C(C#N)S